2,4-dihydroxyphenylbutanone OC1=C(C=CC(=C1)O)CC(CC)=O